methyl β-nonylaminopropionate C(CCCCCCCC)NCCC(=O)OC